3-(4,5-diiodo-2-isopropyl-1H-imidazol-1-yl)bicyclo[1.1.1]pentan-1-ylcarbamic acid tert-butyl ester C(C)(C)(C)OC(NC12CC(C1)(C2)N2C(=NC(=C2I)I)C(C)C)=O